4-chloro-7-methoxyquinazoline-6-ol ClC1=NC=NC2=CC(=C(C=C12)O)OC